(E)-1-fluoro-4-(3-(4-methoxyphenoxy)prop-1-en-1-yl)benzene FC1=CC=C(C=C1)\C=C\COC1=CC=C(C=C1)OC